N-[4-fluoro-5-[2-[(3R)-3-methylmorpholin-4-yl]pyrimidin-5-yl]-2-[(3R,5S)-3,4,5-trimethylpiperazin-1-yl]phenyl]-6-oxo-4-(trifluoromethyl)-1H-pyridine-3-carboxamide FC1=CC(=C(C=C1C=1C=NC(=NC1)N1[C@@H](COCC1)C)NC(=O)C1=CNC(C=C1C(F)(F)F)=O)N1C[C@H](N([C@H](C1)C)C)C